Natrium t-butoxid CC(C)(C)[O-].[Na+]